O1CCC(CCC1)C(N1C[C@@H]2[C@H](C1)CC(C2)NC=2N=NC(=CC2)C=2C=NC=CC2C(F)(F)F)([2H])[2H] (3aR,5s,6aS)-2-(oxepan-4-ylmethyl-d2)-N-(6-(4-(trifluoromethyl)pyridin-3-yl)pyridazin-3-yl)octahydrocyclopenta[c]pyrrol-5-amine